acetylvanillic acid butyl ester C(CCC)OC(C1=C(C(OC)=C(O)C=C1)C(C)=O)=O